C1(=CC=CC=C1)S(=O)(=O)[C@]12CCN([C@@H]2CCC2=C1C=CC(=C2)OCC2=C(C=CC=C2Cl)Cl)C(=O)C2NS(CC2)(=O)=O 3-[(3aR,9bR)-9b-(benzenesulfonyl)-7-[(2,6-dichlorophenyl)methoxy]-1H,2H,3H,3aH,4H,5H,9bH-benzo[e]indole-3-carbonyl]-1λ6,2-thiazolidine-1,1-dione